NC(C)(C)C1=CC(=NC(=C1)C1=CC=C(C=C1)F)OC1[C@@H]2CN(C[C@H]12)C(=O)C1=C(C(=NN1C)C1=NC=CC=N1)F ((1R,5S,6s)-6-((4-(2-aminopropan-2-yl)-6-(4-fluorophenyl)pyridin-2-yl)oxy)-3-azabicyclo[3.1.0]hexan-3-yl)(4-fluoro-1-methyl-3-(pyrimidin-2-yl)-1H-pyrazol-5-yl)methanone